ClP(CC)Cl dichloro(ethyl)phosphine